ditrimethylolpropane diacrylate C(C=C)(=O)O.C(C=C)(=O)O.C(O)C(CC)(CO)CO.C(O)C(CC)(CO)CO